N-hexyl-pyridine tetrafluoroborate F[B-](F)(F)F.C(CCCCC)N1CC=CC=C1